NC=1NC(C=2N(C(N(C2N1)[C@@H]1O[C@@H]([C@H]([C@H]1O)F)CO)=O)CC1=CC(=NO1)O)=O 2-Amino-9-((2R,3S,4S,5R)-4-fluoro-3-hydroxy-5-(hydroxymethyl)tetrahydrofuran-2-yl)-7-((3-hydroxyisoxazol-5-yl)methyl)-7,9-dihydro-1H-purin-6,8-dion